(s)-5-(((2-((4-methyl-3-oxo-1,2,3,4-tetrahydropyrido[2,3-b]pyrazin-6-yl)oxy)ethyl)amino)methyl)-3-(3-oxo-3,4-dihydro-2H-pyrazino[2,3-b][1,4]thiazin-6-yl)oxazolidin-2-one CN1C2=C(NCC1=O)C=CC(=N2)OCCNC[C@H]2CN(C(O2)=O)C2=NC1=C(SCC(N1)=O)N=C2